FC=1C=C(CN(S(=O)(=O)C2=CC=C(C=C2)NC(=O)NCC2=CC=NC=C2)CC2=CC=C(C=C2)F)C=CC1F N-(3,4-difluorobenzyl)-N-(4-fluorobenzyl)-4-(3-(pyridin-4-ylmethyl)ureido)benzenesulfonamide